CN(C1CC2=C(N(N=C2CC1)C1=NC=CC=C1)O)CC1=CC(=CC=C1)C(F)(F)F 5-[methyl-(3-trifluoromethylbenzyl)-amino]-2-pyridin-2-yl-4,5,6,7-tetrahydro-2H-indazol-3-ol